C1(=CC=CC=C1)C1=C(C(=CC=C1)C1=CC=CC=C1)N(C1=NC=CC(=C1)C(C)(C)C)C1=CC(=CC=C1)OC1=CC(=CC=C1)Br N-([1,1':3',1''-Terphenyl]-2'-yl)-N-(3-(3-bromophenoxy)phenyl)-4-(tert-butyl)pyridin-2-amine